ClC1=NC=2N(C(=C1)Cl)C(=NC2)CC 2,4-Dichloro-6-ethylimidazo[1,5-a]pyrimidine